NCCNC1CCC(CC1)CC(=O)N1CC(C1)OC1=C(C2=C([C@H]3[C@@H](B(O2)O)C3)C=C1)C(=O)O (1aS,7bR)-5-{[1-({(1s,4r)-4-[(2-aminoethyl)amino]cyclohexyl}acetyl)azetidin-3-yl]oxy}-2-hydroxy-1,1a,2,7b-tetrahydrocyclopropa[c][1,2]benzoxaborinine-4-carboxylic acid